ClC1=NC=C(C(=N1)OCC1=CC=C(C=C1)C=1N(C=C(N1)C(F)(F)F)CCOC)C 2-chloro-4-((4-(1-(2-methoxyethyl)-4-(trifluoromethyl)-1H-imidazol-2-yl)benzyl)oxy)-5-methylpyrimidine